C1=CC=CC=2C3=CC=CC=C3N(C12)C=1C=CC=2N(C3=CC=C(C=C3C2C1)N1C2=CC=CC=C2C=2C=CC=CC12)C1=NC=C(C=C1)C1=CC=C(C#N)C=C1 4-(2-(9'H-[9,3':6',9''-Tercarbazol]-9'-yl)pyridin-5-yl)benzonitrile